5-[(1R)-1-(3,5-dichloro-4-pyridyl)ethoxy]-3-[1-[1-(oxetan-3-yl)-4-piperidyl]pyrazol-4-yl]-1H-indazole ClC=1C=NC=C(C1[C@@H](C)OC=1C=C2C(=NNC2=CC1)C=1C=NN(C1)C1CCN(CC1)C1COC1)Cl